PLATINUM-COBALT-CHROMIUM [Cr].[Co].[Pt]